N-(5-((6-((R)-3-(3,5-difluorophenyl)isoxazolidine-2-yl)pyrimidine-4-yl)amino)-2-((R)-3-(dimethylamino)pyrrolidine-1-yl)-4-methoxyphenyl)acrylamide FC=1C=C(C=C(C1)F)[C@@H]1N(OCC1)C1=CC(=NC=N1)NC=1C(=CC(=C(C1)NC(C=C)=O)N1C[C@@H](CC1)N(C)C)OC